BrC=1C=CC2=C(C(=CO2)CBr)C1 5-bromo-3-(bromomethyl)benzofuran